COC1=C(C(=O)NC2=CC3=C(C=C2)N2C(C=4C=CC=CC4C(=N2)C2=CC=C(C=C2)C)=N3)C=CC=C1 2-Methoxy-N-[5-(4-methylphenyl)benzimidazo[2,1-a]phthalazin-10-yl]benzamide